ClC1=CC(=CC(=N1)N1C(CC2N(CCCC21)C(=O)OCC2=CC=CC=C2)C(N(C=2C=C(C=CC2)C)C)=O)C(F)(F)F cis-benzyl 1-(6-chloro-4-(trifluoromethyl)pyridin-2-yl)-2-(methyl(m-tolyl)carbamoyl)octahydro-4H-pyrrolo[3,2-b]pyridine-4-carboxylate